ClC1=NC=CC(=C1C=1C=C(C(=O)[O-])C=C(C1)F)C(F)(F)F 3-(2-chloro-4-(trifluoromethyl)pyridin-3-yl)-5-fluorobenzoate